4-amino-3-(2-chloro-5-fluorophenyl)-7-methyl-1,2,3,6,7,8-hexahydropyrrolo[4,3-e]isoindol-1-one NC1=C2C(=C3CN(CC3=C1)C)C(NC2C2=C(C=CC(=C2)F)Cl)=O